(S)-N-(2-(2-(2-((3,4-dimethoxybenzyl)amino)-2-oxoacetyl)pyrrolidin-1-yl)-2-oxoethyl)-8-(4-(dimethylamino)butanamido)quinoline-4-carboxamide COC=1C=C(CNC(C(=O)[C@H]2N(CCC2)C(CNC(=O)C2=CC=NC3=C(C=CC=C23)NC(CCCN(C)C)=O)=O)=O)C=CC1OC